[Na].[Na].C(CCCCCC)C=1NCCN1 2-heptyl-4,5-dihydro-1H-imidazole disodium salt